ClC1=C(C=CC(=C1)Cl)[C@@H](C)NC1=CC(=NC=2N1N=CN2)N2CC(C2)C2CCN(CC2)C2CC(C2)(O)C (1R,3r)-3-(4-(1-(7-(((R)-1-(2,4-dichlorophenyl)ethyl)amino)-[1,2,4]Triazolo[1,5-a]pyrimidin-5-yl)azetidin-3-yl)piperidin-1-yl)-1-methylcyclobutane-1-ol